(2-fluorophenyl)-2-(4-hydroxyphenoxy)-N-methylpropanamide FC1=C(C=CC=C1)C(C(=O)NC)(C)OC1=CC=C(C=C1)O